CC(C=C)=N butenone imine